C1(CCC1)C1=CC=C(C=C1)NC=1C2=C(N=C(N1)C=1CCOCC1)COC2 N-(4-cyclobutylphenyl)-2-(3,6-dihydro-2H-pyran-4-yl)-5,7-dihydrofuro[3,4-d]pyrimidin-4-amine